CC12NC3CC(CC(C1)C3)C2 1-methyl-2-azaadamantane